tetrafluoro-p-benzenedimethanol FC1=C(C(=C(C(=C1CO)F)F)CO)F